N(=[N+]=[N-])CC(C(CS(=O)(=O)N(C)C)OC(=O)N[C@@H](CCCCN)C(=O)O)(C)C (4-azido-3,3-dimethyl-1-(N,N-dimethylaminosulfonyl)-2-butoxycarbonyl)-L-lysine